FC1=C(C=CC(=C1)F)[C@@](COC1=CC=C(C=C1)CC=CC1=CC=C(C=C1)OC)(CN1N=CN=C1)O 1-[4-[(2S)-2-(2,4-Difluorophenyl)-2-hydroxy-3-(1,2,4-triazol-1-yl)propoxy]phenyl]-3-(4-methoxyphenyl)prop-2-en